ClC1=C(C(=CC(=C1)NC(CC1=NC=C(C=C1)SCC)=O)Cl)C1=CC=C(C=C1)S(=O)(=O)CC N-(2,6-dichloro-4'-(ethylsulfonyl)-[1,1'-biphenyl]-4-yl)-2-(5-(ethylthio)pyridin-2-yl)acetamide